ClC=1C=C(C=CC1C(F)(F)F)C(=O)[C@@H]1[C@H](C1)C(=O)O (1S,2S)-2-{[3-Chloro-4-(trifluoromethyl)phenyl]carbonyl}cyclopropane-1-carboxylic acid